(4-oxo-1-(trifluoromethyl)cyclohexyl)propane-2-sulfinamide O=C1CCC(CC1)(C(F)(F)F)CC(C)S(=O)N